C(CCC)(=O)OC[C@H]1OC1 (S)-oxiran-2-ylmethyl butyrate